N-Phthaloyl-aza-tryptophan C(C=1C(C(=O)O)=CC=CC1)(=O)NN(CC1=CNC2=CC=CC=C12)C(=O)O